(S)-4-(6-cyano-1-methyl-2-oxo-1,2-dihydro-1,5-naphthyridin-4-yl)piperazine-2-carboxylic acid methyl ester COC(=O)[C@H]1NCCN(C1)C1=CC(N(C2=CC=C(N=C12)C#N)C)=O